C(C)OC(CC1(CN(C1)C(=O)OC(C)(C)C)C=1C=C2C(=NC=NC2=CC1)OC)=O tert-butyl 3-(2-ethoxy-2-oxo-ethyl)-3-(4-methoxyquinazolin-6-yl)azetidine-1-carboxylate